CC1=NOC(=C1C1=CC=C(N=N1)C[N+]1=NOC(=C1)[N-]C(NC1=CC(=CC=C1)C(F)(F)F)=O)C (3-((6-(3,5-dimethylisoxazol-4-yl)pyridazin-3-yl)methyl)-1,2,3-oxadiazol-3-ium-5-yl)((3-(trifluoromethyl)phenyl)carbamoyl)amide